2,6-difluoro-4-chlorobenzoyl chloride FC1=C(C(=O)Cl)C(=CC(=C1)Cl)F